ClC1(C(C(=O)O)=CC(C(=C1)C(=O)O)(OCC)Cl)OCC 2,5-dichloro-2,5-bis-ethoxy-terephthalic acid